C(C)(C)(C)OC(=O)N1CCCC1 (S)-N-tert-butyloxycarbonyl-pyrrolidine